N-((R)-4,4-difluoro-1-methylpyrrolidin-3-yl)-5-(1-((R)-1,1-difluoropropan-2-yl)-1H-benzo[d][1,2,3]triazol-6-yl)-6-fluoro-4-methoxypyrrolo[2,1-f][1,2,4]triazin-2-amine FC1([C@@H](CN(C1)C)NC1=NN2C(C(=N1)OC)=C(C(=C2)F)C=2C=CC1=C(N(N=N1)[C@@H](C(F)F)C)C2)F